2-fluoro-N-methyl-4-(1,2,3,6-tetrahydropyridin-4-yl)benzamide FC1=C(C(=O)NC)C=CC(=C1)C=1CCNCC1